6-(4-piperidinyloxy)-1(2H)-isoquinolinone N1CCC(CC1)OC=1C=C2C=CNC(C2=CC1)=O